3-((4-(3-((4-methyl-4H-1,2,4-triazol-3-yl)methyl)oxetan-3-yl)-6-(1-oxo-6-((4-(thiazol-2-yl)piperazin-1-yl)methyl)-4-(trifluoromethyl)isoindolin-2-yl)pyridin-2-yl)amino)propanenitrile CN1C(=NN=C1)CC1(COC1)C1=CC(=NC(=C1)N1C(C2=CC(=CC(=C2C1)C(F)(F)F)CN1CCN(CC1)C=1SC=CN1)=O)NCCC#N